F[C@@H]1C[C@H](N(C1)C(CN1N=C(C2=CC(=CC=C12)C1=CN=NC=C1)C(=O)N)=O)C(NC1=CC2=C(OC(O2)(F)F)C=C1F)=O 1-(2-((2S,4R)-4-fluoro-2-(2,2,6-trifluorobenzo[d][1,3]di-oxol-5-ylcarbamoyl)pyrrolidin-1-yl)-2-oxoethyl)-5-(pyridazin-4-yl)-1H-indazole-3-carboxamide